N-benzyl-1-phenylmethylaniline C(C1=CC=CC=C1)NC1(CC=CC=C1)CC1=CC=CC=C1